3,5-bis(trifluoromethyl)benzenesulphonic acid anion FC(C=1C=C(C=C(C1)C(F)(F)F)S(=O)(=O)[O-])(F)F